NN1CCC(CC1)CCN1CCN(CC1)C=1C(=CC(=NC1)C1C(NC(CC1)=O)=O)F 3-(5-(4-(2-(1-aminopiperidin-4-yl)ethyl)piperazin-1-yl)-4-fluoropyridin-2-yl)piperidine-2,6-dione